(1,6-naphthyridin-2-yl)methanol tert-butyl-9-methoxy-1-methyl-3,4-dihydrobenzo[4,5]imidazo[1,2-a]pyrazine-2(1H)-carboxylate C(C)(C)(C)C1(C=2N(CCN1C(=O)OCC1=NC3=CC=NC=C3C=C1)C1=C(N2)C(=CC=C1)OC)C